2-(2'-(2,2-Difluoroethyl)-7'-oxo-5'H-spiro[cyclopropane-1,4'-thieno[2,3-c]pyridin]-6'(7'H)-yl)-N-(pyrimidin-2-yl)acetamide FC(CC1=CC2=C(C(N(CC23CC3)CC(=O)NC3=NC=CC=N3)=O)S1)F